5-cyano-N-[2-(4,4-dimethylcyclohexen-1-yl)-6-[1-methyl-5-(hydroxymethyl)-8-oxabicyclo[3.2.1]oct-2-en-3-yl]-3-pyridyl]-1H-imidazole-2-carboxamide C(#N)C1=CN=C(N1)C(=O)NC=1C(=NC(=CC1)C1=CC2(CCC(C1)(O2)CO)C)C2=CCC(CC2)(C)C